4-amino-3-ethylsulfonyl-6-methoxybenzoic acid methyl ester COC(C1=CC(=C(C=C1OC)N)S(=O)(=O)CC)=O